(±)-1-(4-chloropyridin-2-yl)-trans-2,3-dimethylpiperazine ClC1=CC(=NC=C1)N1[C@H]([C@@H](NCC1)C)C |r|